Cl.O[C@]1(CCNCC12CCCC2)CN2C(C[C@@H](C2)C2=CC=CC=C2)=O (R)-1-(((S)-10-hydroxy-7-azaspiro[4.5]decan-10-yl)methyl)-4-phenylpyrrolidin-2-one, hydrochloride